OCCN(CCCCCCCC(=O)OC(CCCCCCCCF)CCCCCCCC)CCCCCC(=O)OCCCCCCC(C)C 9-fluoro-1-octylnonyl 8-{(2-hydroxyethyl)[5-(7-methyloctyloxycarbonyl)pentyl]amino}octanoate